N-[2-[(E)-3-amino-3-oxo-prop-1-enyl]thieno[3,2-c]pyridin-4-yl]-2-fluoro-4-(1-methyltriazol-4-yl)-N-[(3R)-3-piperidyl]benzamide NC(/C=C/C1=CC=2C(=NC=CC2S1)N(C(C1=C(C=C(C=C1)C=1N=NN(C1)C)F)=O)[C@H]1CNCCC1)=O